2-(5-(2,2-dimethyltetrahydrofuran-3-yl)-3-fluoro-2-methoxyphenyl)-2-((R)-3-(methyl(5-(5,6,7,8-tetrahydro-1,8-naphthyridin-2-yl)pentyl)amino)pyrrolidin-1-yl)acetic acid CC1(OCCC1C=1C=C(C(=C(C1)C(C(=O)O)N1C[C@@H](CC1)N(CCCCCC1=NC=2NCCCC2C=C1)C)OC)F)C